methyl (2S)-5-{[(benzyloxy)carbonyl]amino}-2-{[(2R)-pyrrolidin-2-yl]formamido}pentanoate C(C1=CC=CC=C1)OC(=O)NCCC[C@@H](C(=O)OC)NC(=O)[C@@H]1NCCC1